N[C@H](C(=O)OCC1=CC=CC=C1)CC1CC1 benzyl (S)-2-amino-3-cyclopropylpropanoate